C(C1=CC=CC=C1)N1CC(OCC1)/C(/C(=O)OCC)=C/C1=CC=CC=C1 Ethyl (Z)-2-[4-benzylmorpholin-2-yl]-3-phenyl-prop-2-enoate